8-((Triisopropylsilyl)ethynyl)naphthalene-1,3-diol C(C)(C)[Si](C(C)C)(C(C)C)C#CC=1C=CC=C2C=C(C=C(C12)O)O